1,1'-bis(3,5-dicarboxyphenyl)-4,4'-bipyridine dichloride [Cl-].[Cl-].C(=O)(O)C=1C=C(C=C(C1)C(=O)O)N1C=CC(C=C1)=C1C=CN(C=C1)C1=CC(=CC(=C1)C(=O)O)C(=O)O